stearyl ether sulfate sodium salt [Na+].S(=O)(=O)([O-])[O-].C(CCCCCCCCCCCCCCCCC)OCCCCCCCCCCCCCCCCCC.[Na+]